C(C=C)(=O)O.C1(=CC=CC=C1)C(COCCOCCOCCO)O phenyl-tetraethylene glycol acrylate